N1(C=NC=C1)CCCNC(C=C)=O N-(3-(1H-imidazol-1-yl)propyl)acrylamide